FC1=CC=C(C=C1)[C@@H]1N(CCC2=CC=CC=C12)C(=O)[C@@H]1OC[C@@H]([C@H](C1)NCCOC)OC ((S)-1-(4-fluorophenyl)-3,4-dihydroisoquinolin-2(1H)-yl)((2R,4S,5R)-5-methoxy-4-((2-methoxyethyl)amino)tetrahydro-2H-pyran-2-yl)methanone